CC1(OB(OC1(C)C)[C@H]1C2CN(C(C12)C(=O)OC)C(=O)OC(C)(C)C)C |r| O3-tert-butyl O2-methyl rac-(6S)-6-(4,4,5,5-tetramethyl-1,3,2-dioxaborolan-2-yl)-3-azabicyclo[3.1.0]hexane-2,3-dicarboxylate